(2-(3-Amino-5-(1',2'-dihydrospiro[cyclopropane-1,3'-pyrrolo[2,3-b]pyridin]-5'-yl)phenyl)pyridin-3-yl)methanol NC=1C=C(C=C(C1)C=1C=C2C(=NC1)NCC21CC1)C1=NC=CC=C1CO